5-(1-(5-chloro-6-(pyridin-4-yl)imidazo[2,1-b][1,3,4]thiadiazol-2-yl)piperidin-4-yl)-3-isopropyl-1,2,4-oxadiazole ClC1=C(N=C2SC(=NN21)N2CCC(CC2)C2=NC(=NO2)C(C)C)C2=CC=NC=C2